C(C)P([O-])([O-])=O.C(C)P([O-])([O-])=O.C(C)P([O-])([O-])=O.[Al+3].[Al+3] aluminum tris-(ethyl phosphonate)